C(C1=CC(=C(C(=C1)C)NC(=O)C1CCCCC1)C)C1=CC(=C(C(=C1)C)NC(=O)C1CCCCC1)C N,N'-[methylenebis(2,6-dimethyl-4,1-phenylene)]bis[cyclohexane-carboxamide]